C(C)(C)(C)OC(=O)N1CCC(=CC1)C1=NC=CC=C1OCCC1=CC=C(C=2C=COC21)Cl (2-(4-chlorobenzofuran-7-yl)ethoxy)-3',6'-dihydro-[2,4'-bipyridine]-1'(2'H)-carboxylic acid tert-butyl ester